CC1=C(C=CC(=C1)CNC)C=1SC(=CN1)C1=NC(=NC=C1C(F)(F)F)NC1CCN(CC1)S(=O)(=O)C 4-[2-[2-Methyl-4-(methylaminomethyl)phenyl]-1,3-thiazol-5-yl]-N-(1-methylsulfonyl-piperidin-4-yl)-5-(trifluoromethyl)pyrimidin-2-amine